BrC1=CC(=C2C=NNC2=C1)C=1N=NN(C1)CC=1N=C2N(C=C(C=C2)CNCC2CC(C2)(F)F)C1 [(2-{[4-(6-bromo-1H-indazol-4-yl)-1H-1,2,3-triazol-1-yl]methyl}imidazo[1,2-a]pyridin-6-yl)methyl][(3,3-difluorocyclobutyl)methyl]amine